3-(allyloxymethyl)pyrrolidine-1-carboxylic acid (R)-tert-butyl ester C(C)(C)(C)OC(=O)N1CC(CC1)COCC=C